CC1=C(C(=O)P(C2=CC=CC=C2)(C2=CC=C(C=C2)OC)=O)C(=CC(=C1)C)C 2,4,6-trimethylbenzoyl-4-methoxyphenyl-phenyl-phosphine oxide